BrC=1C=CC=2N(C1)N=C(C2C=O)C(F)F (6-bromo-2-(difluoromethyl)pyrazolo[1,5-a]pyridin-3-yl)methanone